2-(5-(2-(dimethylamino)ethyl)-4-methyl-2-oxopyridin-1(2H)-yl)-4-methylpentanoic acid CN(CCC=1C(=CC(N(C1)C(C(=O)O)CC(C)C)=O)C)C